C(C)(C)(C)N1N=CC(=C1)C1=CC(=C(C=C1)[N+](=O)[O-])OCCN(C)C tert-butyl-4-(3-(2-(dimethylamino)ethoxy)-4-nitrophenyl)-1H-pyrazole